(5R)-N-(1-(Dimethylamino)-2-(4-ethylphenyl)-1-oxobutan-2-yl)-7,7-dimethyl-5-phenyl-4,5,6,7-tetrahydropyrazolo[1,5-a]pyrimidine-3-carboxamide CN(C(C(CC)(C1=CC=C(C=C1)CC)NC(=O)C=1C=NN2C1N[C@H](CC2(C)C)C2=CC=CC=C2)=O)C